C(C=C)(=O)[O-].C(C=C)(=O)[O-].[Al+2] aluminum diacrylate